1-(5-fluoro-4-methoxypyridin-2-yl)ethan-1-ol FC=1C(=CC(=NC1)C(C)O)OC